CC=1C(=NC(=NC1)NC=1C=NN(C1)C1CCC(CC1)=O)C1=CC=C(C(=O)O)C=C1 4-(5-Methyl-2-((1-(4-oxocyclohexyl)-1H-pyrazol-4-yl)amino)pyrimidin-4-yl)benzoic Acid